ClC1=C(C=CC=C1Cl)CCNCC 2-(2,3-dichlorophenyl)-N-ethyl-ethylamine